ClC1=CC=C(C=C1)[C@H](C)NC(COC1=CC=C2C(=NN(C2=C1)C)C1C(NC(CC1)=O)=O)=O N-((S)-1-(4-Chlorophenyl)ethyl)-2-((3-(2,6-dioxopiperidin-3-yl)-1-methyl-1H-indazol-6-yl)oxy)acetamide